ClC1=CC(=C(C=C1)C1=C2N=C(C(=NC2=CC(=C1)N1C[C@@H](OCC1)C=1C=NN(C1)C)C)C)F 5-(4-chloro-2-fluorophenyl)-2,3-dimethyl-7-((2S)-2-(1-methyl-1H-pyrazol-4-yl)-4-morpholinyl)quinoxaline